C(C)(C)(C)OC(N(CCC=1OC(=NN1)C1=NC=CN=C1NC1=CC=C(C=C1)C(F)(F)F)C)=O N-methyl-N-[2-[5-[3-[4-(trifluoromethyl)anilino]pyrazin-2-yl]-1,3,4-oxadiazol-2-yl]ethyl]carbamic acid tert-butyl ester